[N+](=O)([O-])CCCO 3-Nitropropanol